5-[(2-fluorophenyl)methoxy]-N-[1-(hydroxymethyl)cyclopropyl]-2-methylfuro[2,3-c]pyridine-3-carboxamide FC1=C(C=CC=C1)COC=1C=C2C(=CN1)OC(=C2C(=O)NC2(CC2)CO)C